C(C)S(=O)(=O)C=1C(=NC2=CC=CC=C2C1)C1=NN2C(C=NC(=C2)C(F)(F)F)=N1 3-Ethylsulfonyl-2-[6-(trifluoromethyl)-[1,2,4]triazolo[1,5-a]pyrazin-2-yl]chinolin